6-iodo-2,2-dimethylchroman-7-ol IC=1C=C2CCC(OC2=CC1O)(C)C